CC(CCCCC(C)(C)N=C=O)(C)N=C=O 1,1,6,6-tetramethyl-hexamethylene diisocyanate